Iodine (III) diacetate C(C)(=O)[O-].C(C)(=O)[O-].[I+3]